2,3,4,5-Tetrachlorophthalic anhydride ClC12C(C(=O)OC1=O)C=C(C(=C2Cl)Cl)Cl